(s)-5-(((2-((4-(methyl-d3)-3-oxo-3,4-dihydropyrido[2,3-b]pyrazin-6-yl)oxy)ethyl)amino)methyl)-3-(3-oxo-3,4-dihydro-2H-pyrazino[2,3-b][1,4]thiazin-6-yl)oxazolidin-2-one C(N1C2=C(N=CC1=O)C=CC(=N2)OCCNC[C@H]2CN(C(O2)=O)C2=NC1=C(SCC(N1)=O)N=C2)([2H])([2H])[2H]